N,N-Dimethylaminobenzoyl chloride CN(C)C1=C(C(=O)Cl)C=CC=C1